2-(3-(4,4,5,5-tetramethyl-1,3,2-dioxaborolan-2-yl)phenyl)-1H-imidazole CC1(OB(OC1(C)C)C=1C=C(C=CC1)C=1NC=CN1)C